NC1=CC=C(C=C1)C1C2=CC(=C(C=C2OC=2C=CC(=CC12)O)O)O 9-(4-aminophenyl)-2,6,7-trihydroxyxanthene